C(C)(C)(C)OC(=O)N1CC=2N(CC1)C(=C(N2)C#N)Br.C(=O)C=2C=C(C(=O)NC1=CC(=CC(=C1)C(F)(F)F)N1C=NC(=C1)C)C=CC2C 3-formyl-4-methyl-N-[3-(4-methyl-1H-imidazol-1-yl)-5-(trifluoromethyl)phenyl]benzamide tert-butyl-3-bromo-2-cyano-5,6-dihydroimidazo[1,2-a]pyrazine-7(8H)-carboxylate